1-(4-{2-[(2,3-dihydro-1H-inden-2-yl)amino]pyrimidin-5-yl}piperazin-1-yl)-2-{1H,4H,5H,6H,7H-[1,2,3]triazolo[4,5-c]pyridin-5-yl}ethan-1-one C1C(CC2=CC=CC=C12)NC1=NC=C(C=N1)N1CCN(CC1)C(CN1CC2=C(CC1)NN=N2)=O